FC(C1=NN=C(O1)C1=CC=C(CN2N=NC(=C2)C=2C=C(C=CC2)NC(=O)C2CN(C2)C)C=C1)F N-(3-(1-(4-(5-(difluoromethyl)-1,3,4-oxadiazol-2-yl)benzyl)-1H-1,2,3-triazol-4-yl)phenyl)-1-methylazetidine-3-carboxamide